C1(CC1)C1=CC2=C(C(=NN(C2=O)CC(=O)NC=2C=CC=3N(C2)C=NN3)C)O1 2-{2-Cyclopropyl-7-methyl-4-oxo-4H,5H-furo[2,3-d]pyridazin-5-yl}-N-{[1,2,4]triazolo[4,3-a]pyridin-6-yl}acetamide